CC1=C2C=CNC2=CC=C1OC=1C=C(C(=O)NN)C=CC1 3-((4-methyl-1H-indol-5-yl)oxy)benzohydrazide